3,5-bis(9H-carbazol-9-yl)phenylboronic acid C1=CC=CC=2C3=CC=CC=C3N(C12)C=1C=C(C=C(C1)N1C2=CC=CC=C2C=2C=CC=CC12)B(O)O